C(C)(C)(C)OC(=O)N(C(OC(C)(C)C)=O)C1=NC=C(N=C1C1=CC(=NO1)C1=NC=C(C=C1)N=C=S)C1=CC=C(C=C1)S(=O)(=O)C(C)C tert-butyl (tert-butoxycarbonyl)(5-(4-(isopropylsulfonyl)phenyl)-3-(3-(5-isothiocyanatopyridin-2-yl)isoxazol-5-yl)pyrazin-2-yl)carbamate